phenyl-(2-hydroxy-2-methylpropyl)ketone C1(=CC=CC=C1)C(=O)CC(C)(C)O